4-nitrophenyl (3-(4-(4-(quinoxalin-2-yl)-1H-pyrazol-1-yl)piperidin-1-yl)phenyl)carbamate N1=C(C=NC2=CC=CC=C12)C=1C=NN(C1)C1CCN(CC1)C=1C=C(C=CC1)NC(OC1=CC=C(C=C1)[N+](=O)[O-])=O